3-amino-N-(2-{3-amino-4-[(1-methoxypropan-2-yl)oxy]pyrrolidin-1-yl}-5,6,7,8-tetrahydroquinolin-6-yl)-4,6-dimethylthieno[2,3-b]pyridine-2-carboxamide NC1=C(SC2=NC(=CC(=C21)C)C)C(=O)NC2CC=1C=CC(=NC1CC2)N2CC(C(C2)OC(COC)C)N